C[C@]12[C@H]3CC[C@@]4([C@H](CC[C@H]4[C@@H]3CC=C2C[C@@H](CC1=O)O)[C@H](C)CCC1=CN=CS1)C (3S,8S,9S,10R,13R,14S,17R)-10,13-dimethyl-17-((R)-4-(thiazol-5-yl)butan-2-yl)-2,3,4,7,8,9,10,11,12,13,14,15,16,17-tetradecahydro-1H-cyclopenta[a]phenanthren-3-olON